benzyl (7-((1-(4-amino-2-fluoro-5-methoxyphenyl)piperidin-4-yl)methyl)-7-azaspiro[3.5]nonan-2-yl)carbamate NC1=CC(=C(C=C1OC)N1CCC(CC1)CN1CCC2(CC(C2)NC(OCC2=CC=CC=C2)=O)CC1)F